C(C)(C)(C)C1C=2C(=C(C(NC2C2=NC(=C(C=C2C1)OCCCOC)OC)=O)C(=O)O)O 5-(tert-butyl)-4-hydroxy-9-methoxy-8-(3-methoxypropoxy)-2-oxo-1,2,5,6-tetrahydro-1,10-phenanthroline-3-carboxylic acid